3-[4-(2-chloro-4-methylsulfonyl-phenyl)phenyl]azetidine-1-carboxylic acid tert-butyl ester C(C)(C)(C)OC(=O)N1CC(C1)C1=CC=C(C=C1)C1=C(C=C(C=C1)S(=O)(=O)C)Cl